3-(4-(5-((4-((4-(acetamidomethyl)piperidin-1-yl)methyl)-6-(3-chloro-5-(difluoromethyl)phenyl)pyridin-2-yl)oxy)pyrimidin-2-yl)piperazin-1-yl)propanoic acid C(C)(=O)NCC1CCN(CC1)CC1=CC(=NC(=C1)C1=CC(=CC(=C1)C(F)F)Cl)OC=1C=NC(=NC1)N1CCN(CC1)CCC(=O)O